N-(4-((2-(1,1-difluoroethyl)-6-methylpyrimidin-4-yl)amino)-5-(3-methoxypropyl)pyridin-2-yl)acetamide FC(C)(F)C1=NC(=CC(=N1)NC1=CC(=NC=C1CCCOC)NC(C)=O)C